C(C)(C)(C)C1NCCC2C1=CC(C2)CNC(=O)NCC=2C=NC=CC2 tert-butyl-6-((3-(pyridin-3-ylmethyl)ureido)methyl)hexahydro-1H-cyclopenta[c]pyridine